4-[[2-(5-Chloro-2-hydroxyphenyl)acetyl]amino]-N-[(1R,2R)-2-hydroxycyclohexyl]pyridin ClC=1C=CC(=C(C1)CC(=O)NC1=CCN(C=C1)[C@H]1[C@@H](CCCC1)O)O